CCCCCCCCCCCCCCCC(=O)OC[C@H](COP(=O)([O-])OCC[N+](C)(C)C)OC(=O)CCCCCCC/C=C\\CCCCCCC The molecule is a phosphatidylcholine 33:1 in which the acyl groups specified at positions 1 and 2 are palmitoyl and (9Z)-heptadecenoyl respectively. It has a role as a mouse metabolite. It derives from a hexadecanoic acid and a (9Z)-heptadecenoic acid.